3,5-dibromo-6-(2-cyclopropylethyl)pyrazin-2-amine BrC=1C(=NC(=C(N1)Br)CCC1CC1)N